FC(C=1C(=C(C=CC1)[C@@H](C)NC=1C2=C(N=C(N1)C)N=C(C(=C2)C(=O)N(C)C)N2CCOCC2)F)F (R)-4-((1-(3-(difluoromethyl)-2-fluorophenyl)ethyl)amino)-N,N,2-trimethyl-7-morpholinopyrido[2,3-d]pyrimidine-6-carboxamide